ClC=1C=C(C=CC1)NC=1N(C2=NC(=NC=C2N1)NC1CCOCC1)C1CCC(CC1)C(=O)N (1s,4s)-4-(8-(3-chlorophenylamino)-2-(tetrahydro-2H-pyran-4-ylamino)-9H-purin-9-yl)cyclohexanecarboxamide